FC(C=1C=CC(=NC1)C#N)(F)F 5-(trifluoromethyl)picolinonitrile